C1NCC12CCN(CC2)C2=CC(=NC=N2)N2CCOCC2 4-[6-(2,7-diazaspiro[3.5]nonan-7-yl)pyrimidin-4-yl]morpholine